CN(C(=O)C1CCC1)[C@@H]1CN(CC1)C(=O)C=1C=NC=2N[C@@](CCC2C1)(C=1C=NC=NC1)C N-methyl-N-[(3S)-1-[(7S)-7-methyl-7-(pyrimidin-5-yl)-5,6,7,8-tetrahydro-1,8-naphthyridine-3-carbonyl]pyrrolidin-3-yl]cyclobutanecarboxamide